N6-formyladenine C(=O)NC1=C2NC=NC2=NC=N1